FC=1C(=C(C=CC1F)[C@@H]1[C@H](O[C@H]([C@@H]1C)C)C(=O)NC1=CC(=NC=C1)C(=O)N)OC (2S,3R,4R,5S)-4-[[3-(3,4-Difluoro-2-methoxy-phenyl)-4,5-dimethyl-tetrahydrofuran-2-carbonyl]amino]pyridin-2-carboxamid